3-(5-((4-(4-amino-3-(4-phenoxyphenyl)-1H-pyrazolo[3,4-d]pyrimidin-1-yl)piperidin-1-yl)methyl)-2-fluorophenyl)piperidine-2,6-dione NC1=C2C(=NC=N1)N(N=C2C2=CC=C(C=C2)OC2=CC=CC=C2)C2CCN(CC2)CC=2C=CC(=C(C2)C2C(NC(CC2)=O)=O)F